1-((4-aminopyrimidin-2-yl)methyl)-4-(1-(4-(trifluoromethyl)phenyl)-1H-pyrazolo[3,4-b]pyridin-3-yl)pyridin-2(1H)-one NC1=NC(=NC=C1)CN1C(C=C(C=C1)C1=NN(C2=NC=CC=C21)C2=CC=C(C=C2)C(F)(F)F)=O